(((2-(4-(2-methylpyrrolidin-1-yl)butyl)-1,3-dioxolane-4,5-diyl)bis(methylene))-bis(oxy))bis-(hexane-6,1-diyl) bis(2-hexyldecanoate) C(CCCCC)C(C(=O)OCCCCCCOCC1OC(OC1COCCCCCCOC(C(CCCCCCCC)CCCCCC)=O)CCCCN1C(CCC1)C)CCCCCCCC